ClC1=CC=C(C(=N1)C(=O)NS(=O)(=O)C)N[C@H](C)C=1C=C(C=C2C(N(C(=NC12)C1CCCCC1)C)=O)C (R)-6-chloro-3-((1-(2-cyclohexyl-3,6-dimethyl-4-oxo-3,4-dihydroquinazolin-8-yl)ethyl)amino)-N-(methylsulfonyl)picolinamide